(S)-6-(2-cyano-2-methylpropoxy)-4-(6-((1-(4-(4-fluoro-1H-pyrazol-1-yl)phenyl)ethyl)(methyl)amino)pyridin-3-yl)pyrazolo[1,5-a]pyridine-3-carbonitrile C(#N)C(COC=1C=C(C=2N(C1)N=CC2C#N)C=2C=NC(=CC2)N(C)[C@@H](C)C2=CC=C(C=C2)N2N=CC(=C2)F)(C)C